tert-butyl 4-(piperazin-1-ylmethyl)benzoate N1(CCNCC1)CC1=CC=C(C(=O)OC(C)(C)C)C=C1